N-(3-cyclopropoxy-1-isopropyl-1H-pyrazol-4-yl)carboxamide C1(CC1)OC1=NN(C=C1NC=O)C(C)C